BrC1=NN(C(=C1)CO)CS(=O)(=O)NC(C)C 1-[3-bromo-5-(hydroxymethyl)pyrazol-1-yl]-N-isopropyl-methanesulfonamide